2-(4-methylpyridin-2-yl)acetaldehyde CC1=CC(=NC=C1)CC=O